ClC1=CC(=NC(=C1)C)C=O 4-CHLORO-6-METHYL-PYRIDINE-2-CARBALDEHYDE